N1=CN=C(C2=C1N=CC=C2)NC(C(=O)O)CC 2-{pyrido[2,3-d]pyrimidin-4-ylamino}butanoic acid